N(N)C(=O)C1CN(CCC1)C(=O)OC(C)(C)C tert-butyl 3-(hydrazinecarbonyl)piperidine-1-carboxylate